FC(S(=O)(=O)[O-])(F)F.FC1=C(C=CC(=C1)F)[I+]C1=C(C=C(C=C1)F)F bis(2,4-difluorophenyl)iodonium trifluoromethanesulfonate